N-((1r,4r)-4-(2-Methoxyethoxy)cyclohexyl)-2-methyl-5-(thiazol-5-yl)-1H-indole-7-carboxamide COCCOC1CCC(CC1)NC(=O)C=1C=C(C=C2C=C(NC12)C)C1=CN=CS1